CN1CCC(=CC1)C1=CC=C2C=CC=NC2=C1 7-(1-methyl-1,2,3,6-tetrahydropyridin-4-yl)quinoline